C(C)OC(=O)C=1C=C2C(=NN(C2=C(C1)O)C)C 7-hydroxy-1,3-dimethyl-1H-indazole-5-carboxylic acid ethyl ester